C1(=CC=CC=C1)P(C1=CC=CC=C1)[C-]1C=CC=C1.[C-]1(C=CC=C1)P(C1=CC=CC=C1)C1=CC=CC=C1.[Fe+2].[Pd+2] palladium (II) (bis(diphenylphosphino)ferrocene)